1-(6-fluoro-2-methylpyridin-3-yl)benzene-1,2-diamine FC1=CC=C(C(=N1)C)C1(C(C=CC=C1)N)N